ClC1=CC=C2C(=CC(=NC2=C1)C)C1CCOCC1 7-chloro-4-(tetrahydro-2H-pyran-4-yl)-2-methylquinoline